tert-butyl ((1S,2S,3R)-2-azido-3-(2-(2-fluorophenyl)-6-(1-((2-(trimethylsilyl)ethoxy)methyl)-1H-1,2,4-triazol-3-yl)-1H-imidazo[4,5-c]pyridin-1-yl)cyclohexyl)carbamate N(=[N+]=[N-])[C@H]1[C@H](CCC[C@H]1N1C(=NC=2C=NC(=CC21)C2=NN(C=N2)COCC[Si](C)(C)C)C2=C(C=CC=C2)F)NC(OC(C)(C)C)=O